O(C#N)C1=CC=C(C=C1)C1(OC(C2=CC=CC=C12)=O)C1=CC=C(C=C1)OC#N 3,3-bis(4-cyanatophenyl)isobenzofuran-1(3H)-one